(1R,3S)-3-(3-(2-(5-(2-(1,3-dioxolan-2-yl)-3-((4-methoxybenzyl)oxy) phenyl)thiazol-2-yl)acetamido)-1H-pyrazol-5-yl)cyclopentyl isopropylcarbamate C(C)(C)NC(O[C@H]1C[C@H](CC1)C1=CC(=NN1)NC(CC=1SC(=CN1)C1=C(C(=CC=C1)OCC1=CC=C(C=C1)OC)C1OCCO1)=O)=O